C1(=C(C=CC=C1)C1OC1)C o-tolyl-oxirane